4-(6-chloro-2-isopropyl-5-methoxypyrimidin-4-yl)morpholine ClC1=C(C(=NC(=N1)C(C)C)N1CCOCC1)OC